(S)-5-bromo-N-(1,1,1-trifluorobutan-2-yl)-4-(trifluoromethyl)pyridin-2-amine BrC=1C(=CC(=NC1)N[C@H](C(F)(F)F)CC)C(F)(F)F